BrC=1C=CC2=C(S(CC2)(=O)=O)C1F 6-bromo-7-fluoro-2,3-dihydrobenzo[b]thiophene 1,1-dioxide